(R)-4-(3,5-dimethylisoxazol-4-yl)-6-(3-methylmorpholino)-N-(1H-pyrazol-5-yl)pyridin-2-amine CC1=NOC(=C1C1=CC(=NC(=C1)N1[C@@H](COCC1)C)NC1=CC=NN1)C